4-(5-(5-fluoro-2-methoxypyridin-4-yl)-1H-pyrazole-3-carbonyl)-N-((4R,7s)-1-oxaspiro[3.5]nonan-7-yl)-4-azaspiro[2.5]octane-7-carboxamide FC=1C(=CC(=NC1)OC)C1=CC(=NN1)C(=O)N1C2(CC2)CC(CC1)C(=O)NC1CCC2(CCO2)CC1